ClC=1C=C(OC2C(C(C2(C)C)NC(C2=CC=CC=C2)=O)(C)C)C=CC1C#N N-[(1r,3r)-3-(3-chloro-4-cyanophenoxy)-2,2,4,4-tetramethylcyclobutyl]benzamide